ClC(OC1=CC=C(C=C1)NC(C1=CN=C(C(=C1)NC=1C=NC=C(C1)F)N1C[C@@H](CC1)O)=O)(F)F (R)-N-(4-(chlorodifluoromethoxy)phenyl)-5-((5-fluoropyridin-3-yl)amino)-6-(3-hydroxypyrrolidin-1-yl)nicotinamide